4-(5-(5-fluoro-2-methoxypyridin-4-yl)-1H-pyrazole-3-carbonyl)-N-((R)-1-(pyridin-3-yl)pyrrolidin-3-yl)-4-azaspiro[2.5]octane-7-carboxamide FC=1C(=CC(=NC1)OC)C1=CC(=NN1)C(=O)N1C2(CC2)CC(CC1)C(=O)N[C@H]1CN(CC1)C=1C=NC=CC1